(S)-tert-Butyl 18-((4-azido-1-methoxy-1-oxobutan-2-yl)amino)-18-oxooctadecanoate N(=[N+]=[N-])CC[C@@H](C(=O)OC)NC(CCCCCCCCCCCCCCCCC(=O)OC(C)(C)C)=O